5-(2-fluoro-3-methoxyphenyl)-1-(2-fluoro-6-(trifluoromethyl)benzyl)-6-methylpyrimidine-2,4(1H,3H)-dione FC1=C(C=CC=C1OC)C=1C(NC(N(C1C)CC1=C(C=CC=C1C(F)(F)F)F)=O)=O